tert-butyl 3-hydroxy-3-methylazetidine-1-carboxylate OC1(CN(C1)C(=O)OC(C)(C)C)C